C(#N)C1=C(N=C2N1C=CC(=C2)C(=O)O)C2=C(C=CC=C2C=2C(=NN(C2)C)F)F 3-cyano-2-(2-fluoro-6-(3-fluoro-1-methyl-1H-pyrazol-4-yl)phenyl)imidazo[1,2-a]pyridine-7-carboxylic acid